FC1=CC(=C(C=C1)N1C(C(=CC=C1)C(=O)NC=1C=CC=2N(C1)C=CN2)=O)OCC(F)(F)F 1-[4-fluoro-2-(2,2,2-trifluoroethoxy)phenyl]-N-(imidazo[1,2-a]pyridin-6-yl)-2-oxo-1,2-dihydropyridine-3-carboxamide